3-((3-(4-(2-(tert-butyl)phenoxy)-3-(trifluoromethyl)phenyl)-1,2,4-oxadiazol-5-yl)methyl)-1-(2-morpholinoethyl)-2,4-dioxo-1,3,8-triazaspiro[4.5]decane-8-carboxylic acid tert-butyl ester C(C)(C)(C)OC(=O)N1CCC2(C(N(C(N2CCN2CCOCC2)=O)CC2=NC(=NO2)C2=CC(=C(C=C2)OC2=C(C=CC=C2)C(C)(C)C)C(F)(F)F)=O)CC1